CCCCCCC=CCC 7-decene